ClC=1C=C(C=CC1F)N(S(=O)(=O)C1CCN(CC1)C1CN(C1)C(=O)OC(C)(C)C)CC1=C(C=C(C=C1)C(=O)NN)F tert-butyl 3-(4-(N-(3-chloro-4-fluorophenyl)-N-(2-fluoro-4-(hydrazinecarbonyl)benzyl)sulfamoyl) piperidin-1-yl)azetidine-1-carboxylate